tert-butyl (S)-2-ethyl-7-(4-fluorobenzyl)-2,3-dihydro-1H-pyrido[2,3-b][1,4]oxazinecarboxylate C(C)[C@@]1(NC2=C(OC1)N=CC(=C2)CC2=CC=C(C=C2)F)C(=O)OC(C)(C)C